ClC1=C(C(=C(C=C1OC)OC)Cl)C=1N=C(C2=C(N1)C=NC(=C2)N[C@H]2[C@H](COC2)NC(C=C)=O)N2CC1(CCO1)C2 N-((3R,4S)-4-((2-(2,6-dichloro-3,5-dimethoxyphenyl)-4-(1-oxa-6-azaspiro[3.3]heptan-6-yl)pyrido[3,4-d]pyrimidin-6-yl)amino)tetrahydrofuran-3-yl)acrylamide